C(C)(C)(C)[Si](OCCN1N=CC(=C1)Cl)(C)C 1-(2-((tert-butyl-dimethyl-silyl)oxy)ethyl)-4-chloro-1H-pyrazole